C1(=CC(=CC=C1)P(C1=C(SC=C1P(C=1C=C(C=CC1)C)C=1C=C(C=CC1)C)C)C=1C=C(C=CC1)C)C 3,4-bis(di-m-tolylphosphino)-2-methylthiophene